ClC1=C(C=C2C(=CNC2=C1)CNC(C=C)=O)OCC1=CC2=CC=CC=C2C=C1 N-((6-chloro-5-(naphthalen-2-ylmethoxy)-1H-indol-3-yl)methyl)acrylamide